ethynyl phenyl sulfide C1(=CC=CC=C1)SC#C